O(C1=CC=CC=C1)CCNC1(CCOCC1)C(=O)NC1(CC1)C=1C=CC(=NC1)C(=O)OC Methyl 5-[1-[[4-(2-phenoxyethylamino)tetrahydropyran-4-carbonyl]amino]cyclopropyl]pyridine-2-carboxylate